erythropentulose OCC(=O)[C@H](O)[C@H](O)CO